benzyliden-bornan-2-one methylsulfate COS(=O)(=O)O.C(C1=CC=CC=C1)=C1C(C2(CCC1C2(C)C)C)=O